S1C(=CC=C1)C=1N(C(C2=C(N(C(C21)=O)CCCCCCCC(CCCCCCCCCC)CCCCCCCC)C=2SC=CC2)=O)CCCCCCCC(CCCCCCCCCC)CCCCCCCC 3,6-bis(thiophen-2-yl)-2,5-bis(8-octyl-octadecyl)pyrrolo[3,4-c]pyrrole-1,4(2H,5H)-dione